6-bromo-4-(bromomethyl)-2,3-dihydro-1H-indene BrC1=CC(=C2CCCC2=C1)CBr